(S)-N-(8,9-Difluoro-6-oxo-1,4,5,6-tetrahydro-2H-pyrano[3,4-c]isoquinolin-1-yl)-3',5-difluoro-N-methyl-[1,1'-biphenyl]-3-carboxamide FC=1C(=CC=2C3=C(NC(C2C1)=O)COC[C@H]3N(C(=O)C=3C=C(C=C(C3)F)C3=CC(=CC=C3)F)C)F